6-[[4-[[(1S)-2-hydroxy-1-phenyl-ethyl]amino]-5-(5-methyl-1,3,4-thiadiazol-2-yl)pyrimidin-2-yl]amino]-1,1-dioxo-3,4-dihydro-2H-thiochromen-4-ol OC[C@H](C1=CC=CC=C1)NC1=NC(=NC=C1C=1SC(=NN1)C)NC=1C=C2C(CCS(C2=CC1)(=O)=O)O